[NH4+].C(#N)C1=CC(=C(COC2=NN(C=C2)C2=CC(=C(CC3=NC4=C(N3C[C@H]3OCC3)C=C(C=C4)C(=O)[O-])C=C2C)F)C=C1)F (S)-2-(4-(3-((4-cyano-2-fluorobenzyl)oxy)-1H-pyrazol-1-yl)-2-fluoro-5-methylbenzyl)-1-(oxetan-2-ylmethyl)-1H-benzo[d]imidazole-6-carboxylic acid, ammonium salt